COC(COCCN)OC 2-(2,2-dimethoxyethoxy)ethanamine